FC1=CC=C(C=C1)[C@H](C)C1(CCN(CC1)C(C1=C(N=CC=C1)C1=NC=NC=C1)=O)C#N (S)-4-(1-(4-Fluorophenyl)ethyl)-1-(2-(pyrimidin-4-yl)nicotinoyl)piperidine-4-carbonitrile